(-)-cis-6-(4-(5-Methoxypyridin-3-yl)piperidin-1-carbonyl)hexahydro-2H-pyrido[4,3-b][1,4]oxazin-3(4H)-on COC=1C=C(C=NC1)C1CCN(CC1)C(=O)N1C[C@@H]2[C@@H](OCC(N2)=O)CC1